OC1=CC2=C(CCO2)C=C1 2,3-dihydro-6-hydroxybenzofuran